C(C)(C)(C)C1=CC=C(C=C1)N(C(=O)[C@@H]1N(CCC1)C(=O)OC(C)(C)C)C(C(=O)NC1CCCCC1)C=1C=NC=C(C1)OC tert-butyl (2R)-2-[(4-tert-butylphenyl)-[2-(cyclohexylamino)-1-(5-methoxy-3-pyridyl)-2-oxo-ethyl]carbamoyl]pyrrolidine-1-carboxylate